2-(4-bromomethylphenyl)-1,3,2-dioxaborolan BrCC1=CC=C(C=C1)B1OCCO1